O1C2=C(OCC1)C=C(C=C2)C=2C=CC=C1C(C=C(OC21)N2CCOCC2)=O 8-(2,3-dihydrobenzo[b][1,4]dioxin-6-yl)-2-morpholino-4H-chromen-4-one